C(C=C)N1C(C2=C(C=C1)N(C=C2NC2=CC(=NC=C2C(=O)NC([2H])([2H])[2H])NC(=O)C2CC2)C)=O 4-((5-Allyl-1-methyl-4-oxo-4,5-dihydro-1H-pyrrolo[3,2-c]pyridin-3-yl)amino)-6-(cyclopropanecarboxamido)-N-(methyl-d3)nicotinamide